N-methyl-(2,2,2-trifluoroethyl)amine CNCC(F)(F)F